1-tert-butyl-5-[(2-chloropyrimidin-4-yl)amino]-3-(4-nitrophenyl)-1H-pyrazole-4-carbonitrile C(C)(C)(C)N1N=C(C(=C1NC1=NC(=NC=C1)Cl)C#N)C1=CC=C(C=C1)[N+](=O)[O-]